3,3,4,4-tetramethylborolan CC1(CBCC1(C)C)C